O.ClC=1C=NN(C1C(=O)NC1=NC=C(C=C1F)C#CC1=CC=CC=C1)C1CN(C1)CC 4-chloro-1-(1-ethylazetidin-3-yl)-N-(3-fluoro-5-(phenylethynyl)pyridin-2-yl)-1H-pyrazole-5-carboxamide hydrate